(tert-butoxycarbonyl)(6-(4-chloro-7-methyl-7H-pyrrolo[2,3-d]pyrimidin-5-yl)-2-fluoro-3-((4-methyl Pyrimidin-2-yl)oxy)benzyl)tert-butyl carbamate C(N)(OC(C(CC1=C(C(=CC=C1C1=CN(C=2N=CN=C(C21)Cl)C)OC2=NC=CC(=N2)C)F)C(=O)OC(C)(C)C)(C)C)=O